CN(S(=O)(=O)C1=CC(=C(C=C1)C1=NN2C(O[C@@H](CC2)C)=C1C(=O)O)F)C (5R)-2-[4-(Dimethylsulfamoyl)-2-fluorophenyl]-5-methyl-6,7-dihydro-5H-pyrazolo[5,1-b][1,3]oxazine-3-carboxylic acid